C(C)OC(=O)N[C@@H](C)C(=O)O (ethoxycarbonyl)-L-alanine